[Ag].O water Silver